F[C@@H]1[C@@H](C1)C(=O)NC=1N=C2N(C=C(C=C2)C2=C3C=NNC3=C(C(=C2C)F)OC)C1 (1S,2S)-2-fluoro-N-(6-(6-fluoro-7-methoxy-5-methyl-1H-indazol-4-yl)imidazo[1,2-a]pyridin-2-yl)cyclopropane-1-carboxamide